(S)-4-(5-(5-fluoro-2-methoxypyridin-4-yl)-1H-pyrazole-3-carbonyl)-N-((R)-1-(2-methylpyrimidin-4-yl)pyrrolidin-3-yl)-4-azaspiro[2.5]octane-7-carboxamide FC=1C(=CC(=NC1)OC)C1=CC(=NN1)C(=O)N1C2(CC2)C[C@H](CC1)C(=O)N[C@H]1CN(CC1)C1=NC(=NC=C1)C